(R)-3-chloro-6-fluoro-5-(2-fluoro-4-(2-methylpyrrolidin-1-yl)phenyl)pyridin-2-amine ClC=1C(=NC(=C(C1)C1=C(C=C(C=C1)N1[C@@H](CCC1)C)F)F)N